C(C(O)CO)C(C(=O)O)CCCCCC.C(C)C(O)(C(O)CO)CCCCCC Ethylhexylglycerin glyceryl-caprylate